2-(6-methyl-2,3-dihydro-1H-inden-1-yl)acetonitrile CC1=CC=C2CCC(C2=C1)CC#N